ClC1=NC=C(C=N1)C1C(C1)C1=CC(=C(C(=C1)N1N=CC(=C1)OC)F)F 2-chloro-5-(2-(3,4-difluoro-5-(4-methoxy-1H-pyrazol-1-yl)phenyl)cyclopropyl)pyrimidine